2'-Chloro-N-(5-{[(1S,3S)-3-cyclopropoxycyclohexyl](methyl)carbamoyl}-1,3,4-thiadiazol-2-yl)-3'-fluoro-5'-methoxy-6-methyl-[4,4'-bipyridine]-3-carboxamide ClC1=NC=C(C(=C1F)C1=C(C=NC(=C1)C)C(=O)NC=1SC(=NN1)C(N(C)[C@@H]1C[C@H](CCC1)OC1CC1)=O)OC